C(C)(C)(C)OC(=O)N[C@H]1CN(CCC1)CC1=CC=CC(=N1)C(=O)OC methyl 6-{[(R)-3-(tert-butoxycarbonylamino)-1-piperidyl]methyl}-2-pyridinecarboxylate